FC1=CC=CC(N1C)=O 6-fluoro-1-methyl-1,2-dihydropyridin-2-one